O1CCOC23C1(C=CC=C2)O3 benzodioxan-oxide